4-{[2-(dimethylamino)ethyl]dithio}-N-{[4-(trifluoromethoxy)phenyl]methyl}butanamide CN(CCSSCCCC(=O)NCC1=CC=C(C=C1)OC(F)(F)F)C